2-isobutyl-6-{[2-(1-methylpyrazol-4-yl)-4-pyridyl]oxy}-3H-quinazolin-4-one C(C(C)C)C1=NC2=CC=C(C=C2C(N1)=O)OC1=CC(=NC=C1)C=1C=NN(C1)C